[6-[3-(1-hydroxycyclopropyl)-1,2,4-triazol-1-yl]-2-azaspiro[3.3]heptan-2-yl]-[3-[6-[[1-(trifluoromethyl)cyclopropyl]amino]-3-pyridyl]azetidin-1-yl]methanone OC1(CC1)C1=NN(C=N1)C1CC2(CN(C2)C(=O)N2CC(C2)C=2C=NC(=CC2)NC2(CC2)C(F)(F)F)C1